FC=1C=C(C=C(C1NC(=O)C1=C(CCC1)C(=O)O)[2H])C1=CC(=CC=C1)OC([2H])([2H])[2H] 2-((3-Fluoro-3'-(methoxy-d3)-[1,1'-biphenyl]-4-yl-5-d)carbamoyl)cyclopent-1-ene-1-carboxylic acid